2-amino-3-bromoquinolin NC1=NC2=CC=CC=C2C=C1Br